aminopropylbutanone oxime NCCCCC(CC)=NO